NC=1C=CC(=C(C1)S(=O)(=O)NCCC1=NC=CC=C1)C 5-amino-2-methyl-N-[2-(2-pyridyl)ethyl]benzenesulfonamide